1-(4-(p-tolyloxy)phenyl)ethan-1-one C1(=CC=C(C=C1)OC1=CC=C(C=C1)C(C)=O)C